methyl 1-(5-bromopyridin-3-yl)cyclopentane-1-carboxylate BrC=1C=C(C=NC1)C1(CCCC1)C(=O)OC